2-(2,6-dioxopiperidine-3-yl)-5-fluoroisoindoline-1,3-dione O=C1NC(CCC1N1C(C2=CC=C(C=C2C1=O)F)=O)=O